2-bromo-4-methoxymethyl-3,5,6-trifluorobenzyl (1RS)-cis-3-[(Z)-2-chloro-3,3,3-trifluoro-1-propenyl]-2,2-dimethylcyclopropanecarboxylate Cl\C(=C/[C@@H]1C([C@@H]1C(=O)OCC1=C(C(=C(C(=C1F)F)COC)F)Br)(C)C)\C(F)(F)F